2,6-dichloro-alpha-(4-chlorophenyl)-4-nitrobenzeneacetonitrile ClC1=C(C(=CC(=C1)[N+](=O)[O-])Cl)C(C#N)C1=CC=C(C=C1)Cl